(3-amino-4-(4-ethyl-1,4-diazepan-1-yl)phenyl)(4-(4-((6-(trifluoromethyl)pyridazin-3-yl)oxy)phenyl)-piperidin-1-yl)methanone NC=1C=C(C=CC1N1CCN(CCC1)CC)C(=O)N1CCC(CC1)C1=CC=C(C=C1)OC=1N=NC(=CC1)C(F)(F)F